ClC1=CC=C(OC(C(=O)NC2=CC=C(C=C2)C2=CC=C(C=C2)COC)(C)C)C=C1 2-(4-chlorophenoxy)-N-(4'-(methoxymethyl)-[1,1'-biphenyl]-4-yl)-2-methylpropanamide